ClC1=C2C(=NC=C1C1=CC=C3C=CNC3=C1)NC=C2 4-chloro-5-(1H-indol-6-yl)-1H-pyrrolo[2,3-b]Pyridine